3-isopropyl-5-chloro-8-hydroxyquinoline C(C)(C)C=1C=NC2=C(C=CC(=C2C1)Cl)O